N-[3-[2,5-bis(difluoromethoxy)phenyl]-1-[(dimethylcarbamoyl)methyl]-1H-pyrazol-4-yl]pyrazolo[1,5-a]pyrimidine-3-carboxamide FC(OC1=C(C=C(C=C1)OC(F)F)C1=NN(C=C1NC(=O)C=1C=NN2C1N=CC=C2)CC(N(C)C)=O)F